[Na].ClC=1C=C(C=C(C1)Cl)O 3,5-dichlorohydroxybenzene sodium